5-(6-chloro-5-(ethylsulfanyl)pyridin-3-yl)-2-(trifluoromethyl)pyrazolo[1,5-a]pyrimidine ClC1=C(C=C(C=N1)C1=NC=2N(C=C1)N=C(C2)C(F)(F)F)SCC